BrC1=NC(=CC(=C1)[C@@H]1CN(C[C@H](O1)C=O)C(=O)OC(C)(C)C)Cl trans-tert-butyl 2-(2-bromo-6-chloropyridin-4-yl)-6-formylmorpholine-4-carboxylate